2-chloro-4-(2,2-dimethylmorpholin-4-yl)pyrimidine-5-carbonitrile ClC1=NC=C(C(=N1)N1CC(OCC1)(C)C)C#N